2,6-dichloro-5-nitro-pyrimidin-4-amine ClC1=NC(=C(C(=N1)N)[N+](=O)[O-])Cl